BrCC(C(C[C@H]1C(NCC1)=O)NC([O-])=O)=O 4-bromo-3-oxo-1-((S)-2-oxopyrrolidin-3-yl)butan-2-ylcarbamate